BrC1=C(C=C(C(=C1)C#N)OC1=C(C=CC=C1)C)NC(OC)=O Methyl [2-bromo-4-cyano-5-(2-methylphenoxy)phenyl]carbamate